BrCCC(C(=O)OCC)(C(=O)OCC)CC diethyl 2-(2-bromoethyl)-2-ethyl-malonate